2-(7-methyl-1-((2-(trimethylsilyl)ethoxy)methyl)-1H-indazol-3-yl)propan-2-amine CC=1C=CC=C2C(=NN(C12)COCC[Si](C)(C)C)C(C)(C)N